24-ethylcholest-5-en-3β-ol C(C)C(C(C)C)CC[C@@H](C)[C@H]1CC[C@H]2[C@@H]3CC=C4C[C@H](CC[C@]4(C)[C@H]3CC[C@]12C)O